trans-coumarin O1C(=O)C=CC2=CC=CC=C12